IC=1C=CC=C2NC=C(CCN(C)C)C12 4-iodo-N,N-dimethyltryptamine